C(CC)C1=C(C(=CC=C1)CCC)N=C=O 2,6-dipropyl-phenyl isocyanate